ClC1=C(C=CC(=C1)Cl)N1CCN(CC1)CCCCCC1=C2CN(C(C2=CC=C1)=O)C1C(NC(CC1)=O)=O 3-(4-(5-(4-(2,4-dichlorophenyl)piperazin-1-yl)pentyl)-1-oxoisoindolin-2-yl)piperidine-2,6-dione